ClC1=CC=C(C(=O)N(C=2C=CC=3N(C2)C(=CN3)C3=CC=C(C=C3)NC(OC)=O)C)C=C1 methyl N-[4-[6-[(4-chlorobenzoyl)-methyl-amino]imidazo[1,2-a]pyridin-3-yl]phenyl]carbamate